methyl 4-bromo-2-fluorobenzoate BrC1=CC(=C(C(=O)OC)C=C1)F